NCCCN1C(CCC1)C=1C=C(C(=O)NC2=CC=C(C=C2)S(=O)(=O)N2CCN(CC2)C2=NC(=CC(=C2)C(F)(F)F)Cl)C=CC1 3-[1-(3-aminopropyl)pyrrolidin-2-yl]-N-[4-[4-[6-chloro-4-(trifluoromethyl)-2-pyridinyl]piperazin-1-yl]sulfonylphenyl]benzamide